2-((2-(methacryloyloxy)ethyl)dimethylammonio)ethyl 2-methoxyethyl phosphate P(=O)(OCC[N+](C)(C)CCOC(C(=C)C)=O)(OCCOC)[O-]